rel-(2R,3R)-3-(2-chlorophenyl)-2-(2,4-difluorophenyl) ethylene oxide ClC1=C(C=CC=C1)C=1C(=C(C=CC1F)[C@@H]1CO1)F |o1:14|